C(CCCCCCCCCCCCCCC)CCCCCCCCCCCCCCCCCC[SiH3] cetylstearyl-silane